tert-butyl (3R)-3-[[2-fluoro-4-(triazolo[4,5-b]pyridin-3-yl)benzoyl]-[2-[4-(2-hydroxyethylcarbamoyl)phenyl]thieno[3,2-c]pyridin-4-yl]amino]piperidine-1-carboxylate FC1=C(C(=O)N([C@H]2CN(CCC2)C(=O)OC(C)(C)C)C2=NC=CC3=C2C=C(S3)C3=CC=C(C=C3)C(NCCO)=O)C=CC(=C1)N1N=NC=3C1=NC=CC3